C(C=C)(=O)O.C1(=CC=CC=C1)O.C1(=CC=CC=C1)O bisphenol mono-acrylate